ClC=1C(=NN2C1C(NC(C2)(C)C)=O)C2=C1C(=NC=C2)C=NS1 3-chloro-6,6-dimethyl-2-{[1,2]thiazolo[4,5-b]pyridin-7-yl}-5H,7H-pyrazolo[1,5-a]pyrazin-4-one